6-(3-chloro-6-(difluoromethyl)-2-fluorophenyl)-N-(1-((6-((1r,5s)-2-oxo-3-azabicyclo[3.1.0]hex-3-yl)pyridin-3-yl)methyl)-1H-pyrazol-4-yl)pyrazine-2-carboxamide ClC=1C(=C(C(=CC1)C(F)F)C1=CN=CC(=N1)C(=O)NC=1C=NN(C1)CC=1C=NC(=CC1)N1C([C@@H]2C[C@@H]2C1)=O)F